2-(2-(4-(2-Chlorodibenzo[b,f][1,4]oxazepin-11-yl)piperazin-1-yl)ethoxy)acetic acid ClC=1C=CC2=C(C(=NC3=C(O2)C=CC=C3)N3CCN(CC3)CCOCC(=O)O)C1